((3R,4R)-5-(2,4-dioxo-3,4-dihydropyrimidin-1(2H)yl)-3,4-diacetoxy tetrahydrofuran-2-yl) methyl (2-(hexadecyldithio) ethyl) phosphate P(=O)(OC1OC([C@@H]([C@H]1OC(C)=O)OC(C)=O)N1C(NC(C=C1)=O)=O)(OC)OCCSSCCCCCCCCCCCCCCCC